vinyl-2-piperidone C(=C)N1C(CCCC1)=O